[Si](C)(C)(C(C)(C)C)O[C@@H]1C(N([C@H](C1)C#C)C(=O)C1CC1)C ((3S,5R)-3-((tert-butyldimethylsilyl)oxy)-5-ethynyl-2-methylpyrrolidin-1-yl)(cyclopropyl)methanone